SCSC(SCS)C(SCSC(C(SCS)SCS)SCS)SCS 3,4,8,9-Tetrakis(mercaptomethylthio)-1,11-dimercapto-2,5,7,10-Tetrathiaundecane